CC=1C(C2=CC=C(C=C2C1)N)(C)C Trimethyl-1H-inden-5-amine